NCC1OCCN(C1)C1=C(C(=C(C(=N1)SC(C(=O)N)C1=CC=CC=C1)C#N)CC)C#N 2-((6-(2-(aminomethyl)morpholino)-3,5-dicyano-4-ethylpyridin-2-yl)sulfanyl)-2-phenylacetamide